C(C)N1N=C(C=C1C(=O)NC1=NC=2C=C(C=C3OC[C@@H](N1C23)C=C)C(=O)OC)C (S)-methyl 2-(1-ethyl-3-methyl-1H-pyrazole-5-carboxamido)-3-vinyl-3,4-dihydro-5-oxa-1,2a-diazaacenaphthylene-7-carboxylate